4-[4-(5-{[2-(2,6-dioxopiperidin-3-yl)-1-oxo-2,3-dihydro-1H-isoindol-4-yl]oxy}pentyl)-1H-1,2,3-triazol-1-yl]-N-[(1r,3r)-3-(3-chloro-4-cyanophenoxy)cyclobutyl]benzamide O=C1NC(CCC1N1C(C2=CC=CC(=C2C1)OCCCCCC=1N=NN(C1)C1=CC=C(C(=O)NC2CC(C2)OC2=CC(=C(C=C2)C#N)Cl)C=C1)=O)=O